2,2',2'',2'''-((2S,5S,8S,11S)-1,4,7,10-tetraazacyclododecane-2,5,8,11-tetrayl)tetraacetic acid N1[C@H](CN[C@H](CN[C@H](CN[C@H](C1)CC(=O)O)CC(=O)O)CC(=O)O)CC(=O)O